N-(1-((2R,3R,4R,SR)-3-fluoro-4-hydroxy-5-(hydroxymethyl)-3-methyltetrahydrofuran-2-yl)-2-oxo-1,2-dihydropyrimidin-4-yl)benzamide F[C@]1([C@@H](O[C@H]([C@H]1O)CO)N1C(N=C(C=C1)NC(C1=CC=CC=C1)=O)=O)C |&1:4|